tert-butyl (4-(oxiran-2-yl)butyl)carbamate O1C(C1)CCCCNC(OC(C)(C)C)=O